1-(tetrahydro-2H-pyran-2-yl)-4-(4,4,5,5-tetramethyl-1,3,2-dioxaborolan-2-yl)pyrazole O1C(CCCC1)N1N=CC(=C1)B1OC(C(O1)(C)C)(C)C